COC1=C(C=CC(=C1)OC)NC=CC1=C(C(=NO1)C1=C(C=CC=C1)Cl)C#N 5-[2-(2,4-Dimethoxyphenylamino)vinyl]-4-cyano-3-(2-chlorophenyl)isoxazole